FC=1C=C(CN(C(OC(C)(C)C)=O)CCCCOCCNCC2=C3C=NN(C3=CC(=C2)N2C=NN=C2)C2OCCCC2)C=C(C1OC(F)(F)F)F tert-butyl (3,5-difluoro-4-(trifluoromethoxy)benzyl)(4-(2-(((1-(tetrahydro-2H-pyran-2-yl)-6-(4H-1,2,4-triazol-4-yl)-1H-indazol-4-yl)methyl)amino)ethoxy)butyl)carbamate